tert-butyl 3-bromo-2-nitro-1H-pyrrole-1-carboxylate BrC1=C(N(C=C1)C(=O)OC(C)(C)C)[N+](=O)[O-]